CN1N=C(C2=CC(=CC=C12)C=1C(=NN2C1N=C(C=C2NCC=2C=NC(=CC2)C(F)(F)F)C)C)C 3-(1,3-dimethyl-1H-indazol-5-yl)-2,5-dimethyl-N-((6-trifluoromethylpyridin-3-yl)methyl)pyrazolo[1,5-a]pyrimidin-7-amine